C(CCC)OC(=O)OC1=CC=C(C=C)C=C1 p-butyloxycarbonyloxystyrene